3-[5-(difluoromethyl)-1,3,4-thiadiazol-2-yl]-1-ethyl-N-[3-(fluoromethyl)oxetan-3-yl]-2-oxo-7-piperazin-1-yl-benzimidazole-5-sulfonamide FC(C1=NN=C(S1)N1C(N(C2=C1C=C(C=C2N2CCNCC2)S(=O)(=O)NC2(COC2)CF)CC)=O)F